glycidol methacrylate CC(=C)C(=O)OCC1CO1